CNS(OCC(=O)NC=1SC(=C(N1)C)OC1=CC=C(C=C1)F)(=O)=O 2-((5-(4-fluorophenoxy)-4-methylthiazol-2-yl)amino)-2-oxoethyl methylsulfamate